CC1N(CCN(C1)C(=O)OC(C)(C)C)C(=O)OCC1=CC=CC=C1 1-benzyl 4-tert-butyl 2-methylpiperazine-1,4-dicarboxylate